2',2''-(propane-1,3-diylbis(oxy))bis(3-(3,6-di-tert-butyl-9H-carbazol-9-yl)-3'-methyl-5'-tert-butyl-5-(2,4,4-trimethylpentan-2-yl)biphenyl-2-ol) hafnium [Hf].C(CCOC1=C(C=C(C=C1C)C(C)(C)C)C=1C(=C(C=C(C1)C(C)(CC(C)(C)C)C)N1C2=CC=C(C=C2C=2C=C(C=CC12)C(C)(C)C)C(C)(C)C)O)OC1(C(=CC(=CC1N1C2=CC=C(C=C2C=2C=C(C=CC12)C(C)(C)C)C(C)(C)C)C(C)(CC(C)(C)C)C)C1=CC(=CC(=C1)C(C)(C)C)C)O